CCCCCCCCC(CCCCCCCC)OC(CCCCCCCN(CCCCCCCC(=O)OC(C)CCCCCCC)CCC(=O)OC(C)(C)C)=O 8-((3-(tert-butoxy)-3-oxopropyl)(8-(non-2-yloxy)-8-oxooctyl)amino)octanoic acid heptadec-9-yl ester